The molecule is a phenylpropanoid that is an analogue of eugenol in which an isopropoxy group replaces the methoxy group. It derives from a catechol. CC(C)OC1=C(C=CC(=C1)CC=C)O